[N+](=O)([O-])C1=CC=C(OP(=O)(OC2=CC=CC=C2)N[C@@H](C)C(=O)OCC2CCN(CC2)CC(F)(F)F)C=C1 (1-(2,2,2-trifluoroethyl)piperidin-4-yl)methyl ((4-nitrophenoxy)(phenoxy)phosphoryl)alaninate